C(C)(C)C1=CC(=NN1)NC1=NC(=CN=C1)O[C@@H]1[C@@H]([C@H]2CC[C@@H](C1)N2)C N-(5-isopropyl-1H-pyrazol-3-yl)-6-(((1R,2R,3S,5S)-2-methyl-8-azabicyclo[3.2.1]octan-3-yl)oxy)pyrazin-2-amine